5-amino-2-fluoropyrimidine NC=1C=NC(=NC1)F